COC=1C=C(C=CC1)C1=CC=C(C2=CC=CC=C12)OCCN1CCOCC1 4-(2-(1-(3-methoxyphenyl)naphthalen-4-yloxy)ethyl)morpholine